COC1=C(C=CC=C1)C=1C=NN2C1N=C(C=C2)N2C[C@H](CC2)N(C(OC(C)C)=O)C (S)-isopropyl (1-(3-(2-methoxyphenyl)pyrazolo[1,5-a]pyrimidin-5-yl)pyrrolidin-3-yl)(methyl)carbamate